1-(2-(dimethylamino)ethyl)-N-(3-(((7-(pyridin-4-yl)-2,3-dihydrofuro[3,2-c]pyridin-4-yl)amino)methyl)phenyl)-1H-pyrazole-4-carboxamide CN(CCN1N=CC(=C1)C(=O)NC1=CC(=CC=C1)CNC1=NC=C(C2=C1CCO2)C2=CC=NC=C2)C